[K+].[Zr+4].[O-]P([O-])(=O)OP(=O)([O-])[O-] pyrophosphate zirconium potassium